N-(4-(4-((4-chlorobenzyl)amino)phenyl)-7H-pyrrolo[2,3-d]pyrimidin-2-yl)cyclopropylcarboxamide ClC1=CC=C(CNC2=CC=C(C=C2)C=2C3=C(N=C(N2)NC(=O)C2CC2)NC=C3)C=C1